CNC(C1=C(C=CC=C1)SC1=CC=C2C(=NNC2=C1)\C=C\C1=NC=C(C=C1)OCC1NCCC1)=O N-methyl-2-({3-[(E)-2-{5-[(pyrrolidin-2-yl)methoxy]pyridin-2-yl}vinyl]-1H-indazole-6-yl}thio)benzamide